(S)-N-((S)-1-(methoxy(methyl)amino)-1-oxo-3-(1-trityl-1H-imidazol-5-yl)propan-2-yl)-4-methyl-2-(5-((3aS,4S,6aR)-2-oxohexahydro-1H-thieno[3,4-d]imidazol-4-yl)pentanamido)pentanamide CON(C([C@H](CC1=CN=CN1C(C1=CC=CC=C1)(C1=CC=CC=C1)C1=CC=CC=C1)NC([C@H](CC(C)C)NC(CCCC[C@@H]1SC[C@@H]2NC(N[C@@H]21)=O)=O)=O)=O)C